O=C1N(N=C(C=C1C(=O)O)C1=CC=C(C=C1)C(F)(F)F)C=1C=NC=CC1 3-oxo-2-(pyridin-3-yl)-6-[4-(trifluoromethyl)phenyl]-2,3-dihydropyridazine-4-carboxylic acid